ethyl-hydroxytryptamine C(C)N(CCC1=CNC2=CC=CC=C12)O